C(C)C(CCCC(C(C(C(=O)[O-])(CCCC(CC)CC)CCCC(CC)CC)(O)C(=O)[O-])C(=O)[O-])CC.C1(=CC(=CC(=C1)S(=O)(=O)O)S(=O)(=O)O)S(=O)(=O)O.[Na+].[Na+].[Na+] trisodium 1,3,5-benzenetrisulfonate Tri(4-ethyl-1-hexyl)citrat